ClC1=CC(=C(C=C1)C1=NC(=CC2=C1N=C(N(C2=O)C)C)N2C[C@@H](O[C@H](C2)C)C=2C=NN(C2)C2CC2)F 8-(4-chloro-2-fluoro-phenyl)-6-[(2S,6S)-2-(1-cyclopropylpyrazol-4-yl)-6-methyl-morpholin-4-yl]-2,3-dimethyl-pyrido[3,4-d]pyrimidin-4-one